[Bi].[Sm] samarium-bismuth